6-(oxetan-3-yloxy)nicotinic acid O1CC(C1)OC1=NC=C(C(=O)O)C=C1